CC=1NC(C2=CC=CC=C2C1C(=O)OCC)=O ethyl 3-methyl-1-oxo-1,2-dihydroisoquinoline-4-carboxylate